8-Methyl-2-[3-(4-(2,2,2-trifluoro-ethoxy)phenyl)-1H-pyrazol-4-yl]-2,3-dihydro-1H-quinazolin-4-one CC=1C=CC=C2C(NC(NC12)C=1C(=NNC1)C1=CC=C(C=C1)OCC(F)(F)F)=O